1-oxopropan-2-yl (2S)-4-fluoro-4-methyl-2-(methylamino)pentanoate FC(C[C@@H](C(=O)OC(C=O)C)NC)(C)C